2-[7-[2-fluoro-4-(trifluoromethyl)benzyl]-2,7-diazaspiro[3.5]nonane-2-carbonyl]-7-oxa-2,5-diazaspiro[3.4]octan-6-one FC1=C(CN2CCC3(CN(C3)C(=O)N3CC4(C3)NC(OC4)=O)CC2)C=CC(=C1)C(F)(F)F